[4-[2-[4-benzyloxy-5-[4-[(4-methoxyphenyl)methyl]-1,2,4-triazol-3-yl]-3-methyl-pyrazol-1-yl]ethyl]phenyl]methoxy-tert-butyl-dimethyl-silane C(C1=CC=CC=C1)OC=1C(=NN(C1C1=NN=CN1CC1=CC=C(C=C1)OC)CCC1=CC=C(C=C1)CO[Si](C)(C)C(C)(C)C)C